O=C1N(CCC(N1)=O)C=1C=C2C(=NC1)N(C=C2C)[C@H]2[C@@H](CN(CC2)CC2CCN(CC2)C(=O)OC(C)(C)C)F tert-Butyl 4-(((3R,4R)-4-(5-(2,4-dioxotetrahydropyrimidin-1(2H)-yl)-3-methyl-1H-pyrrolo[2,3-b]pyridin-1-yl)-3-fluoropiperidin-1-yl)methyl)piperidine-1-carboxylate